O=C1CCC2N1CCNC2 6-oxohexahydropyrrolo[1,2-a]pyrazin